BrC1=CC=C2C3(CC=4C(=NOC4C2=C1)NS(=O)(=O)C1=C(C=CC=C1)OC(F)F)CC3 N-(8'-bromo-4'H-spiro[cyclopropane-1,5'-naphtho[2,1-d]isoxazol]-3'-yl)-2-(difluoromethoxy)benzenesulfonamide